(2R)-2-Amino-N-[3-(difluoromethyl)-4-(2-methyl-1H-pyrrolo[2,3-b]pyridin-4-yl)phenyl]-4,4-dimethyl-pentanamide N[C@@H](C(=O)NC1=CC(=C(C=C1)C1=C2C(=NC=C1)NC(=C2)C)C(F)F)CC(C)(C)C